7-fluoro-4-((5-(3-hydroxy-3-methyl-2-oxoindolin-1-yl)pyridin-3-yl)methyl)phthalazin-1(2H)-one FC1=CC=C2C(=NNC(C2=C1)=O)CC=1C=NC=C(C1)N1C(C(C2=CC=CC=C12)(C)O)=O